C1(=CC=CC=C1)C1=NN(C(=C1)C(F)(F)F)C=1SC=C(N1)C(=O)O 2-(3-phenyl-5-(trifluoromethyl)-1H-pyrazol-1-yl)thiazole-4-carboxylic acid